C(C)(C)(C)OC(N[C@H](C(=O)N[C@H](C(=O)N(C)OC)CC1C(NCC1)=O)C1CCCC1)=O tert-butyl((1S)-1-cyclopentyl-2-(((2S)-1-(methoxy(methyl)amino)-1-oxo-3-(2-oxopyrrolidin-3-yl)propan-2-yl)amino)-2-oxoethyl)carbamate